[C@H]12CN(C[C@H](CC1)N2)C2=NC(=NC1=C(C(=C(C=C21)Cl)C2=CC(=CC1=CC=CC=C21)O)F)OCC2(CC2)CN(C)C 4-(4-((1R,5S)-3,8-diazabicyclo[3.2.1]octan-3-yl)-6-chloro-2-((1-((dimethylamino)methyl)cyclopropyl)methoxy)-8-fluoroquinazolin-7-yl)naphthalen-2-ol